3-(3,4,5-trimethoxyphenyl)-4-nitro-butan-1-one COC=1C=C(C=C(C1OC)OC)C(CC=O)C[N+](=O)[O-]